Isopropyl 2-((4-((7-(hydroxyamino)-7-oxoheptyl)carbamoyl)-3-methoxyphenyl)amino)-4-((2-(N-methylmethylsulfonamido)phenyl)amino)pyrimidine-5-carboxylate ONC(CCCCCCNC(=O)C1=C(C=C(C=C1)NC1=NC=C(C(=N1)NC1=C(C=CC=C1)N(S(=O)(=O)C)C)C(=O)OC(C)C)OC)=O